(3S,4R)-4-[(5-chloro-7-{3-methylbicyclo[1.1.1]pentan-1-yl}imidazo[4,3-f][1,2,4]triazin-2-yl)amino]oxan-3-ol ClC=1N=C(N2N=C(N=CC21)N[C@H]2[C@@H](COCC2)O)C21CC(C2)(C1)C